4-iodo-1-(oxetan-3-yl)pyrazole IC=1C=NN(C1)C1COC1